bicyclooctanoic acid, anhydride C1(CCCCCCC1)(C1CCCCCCC1)C(=O)OC(=O)C1(CCCCCCC1)C1CCCCCCC1